(R)-3-(3-fluoro-4-(6-(2-vinyl-2H-tetrazol-5-yl)pyridin-3-yl)phenyl)-5-(1-hydroxy-1-cyclopropylmethyl)oxazolidin-2-one phosphate P(=O)(O)(O)O.FC=1C=C(C=CC1C=1C=NC(=CC1)C=1N=NN(N1)C=C)N1C(O[C@H](C1)C(C1CC1)O)=O